ClC=1C=NC(=C(C(=O)NC2CCC(CC2)CN2C(C(C3=C(C=CC=C23)F)(O)C2=C(C=CC(=C2)OC)F)=O)C1)C(F)F 5-chloro-2-(difluoromethyl)-N-((1r,4r)-4-((4-fluoro-3-(2-fluoro-5-methoxyphenyl)-3-hydroxy-2-oxoindolin-1-yl)methyl)cyclohexyl)nicotinamide